ClC1=NC(=NC=C1C)S(=O)(=O)C 4-chloro-5-methyl-2-(methyl-sulfonyl)pyrimidine